((6-methoxy-4,4-dimethyl-1,2,3,4-tetrahydroisoquinolin-7-yl)amino)-5-((2-(1-methoxyethyl)phenyl)amino)-1,2,4-triazine-6-carboxamide COC=1C=C2C(CNCC2=CC1NC=1N=NC(=C(N1)NC1=C(C=CC=C1)C(C)OC)C(=O)N)(C)C